ClC1=NC=C(C(=C1)C1=CN(C(C=C1C(=O)OC=1SC=2N=C(N=CC2N1)N1CCC(CC1)O)=O)C)OC 4-5-(4-hydroxypiperidin-1-yl)-[1,3]thiazolo[5,4-d]pyrimidin-2-yl 2'-chloro-5'-methoxy-1-methyl-6-oxo-1,6-dihydro-[3,4'-bipyridine]-4-carboxylate